C(CCC)OC(CCCCCCC\C=C/CCCCCCCC)=O n-butyloleate